CN1C(C=C(C=C1)B(O)O)=O 1-methyl-2-oxo-1,2-dihydropyridin-4-ylboronic acid